1-ethyl-3-methylimidazolium-d C(C)N1C(=[N+](C=C1)C)[2H]